[Ba+2].[O-2].[Na+] sodium oxide barium